ClC1=C(C=C(C=C1)C1=NN(C(C2=CC=CC=C12)=O)C1=CC=CC=C1)S(=O)(=O)NCS(=O)(=O)C (2-chloro-5-(4-oxo-3-phenyl-3,4-dihydro-phthalazin-1-yl)phenyl)-N-(methylsulfonyl)methylsulfonamide